methyl-N-(4-methyl-1,3-benzodioxol-5-yl)benzamide CC1=C(C(=O)NC2=C(C3=C(OCO3)C=C2)C)C=CC=C1